BrC1=CC=C(C=C1)C1CN(CCO1)C(=O)OC(C)(C)C tert-butyl 2-(4-bromophenyl)morpholine-4-carboxylate